(((6-mesityl-1,3,5-triazine-2,4-diyl)bis(3-hydroxy-4,1-phenylene))bis(oxy))bis(1-butoxypropane-3,2-diyl) bis(2-methylacrylate) CC(C(=O)OC(COCCCC)COC1=CC(=C(C=C1)C1=NC(=NC(=N1)C1=C(C=C(C=C1)OCC(COCCCC)OC(C(=C)C)=O)O)C1=C(C=C(C=C1C)C)C)O)=C